5-cyano-2-(4-(2,6-difluorobenzyl)piperazin-1-yl)phenyl-2-methoxynicotinamide C(#N)C=1C=CC(=C(C1)C1=NC(=C(C(=O)N)C=C1)OC)N1CCN(CC1)CC1=C(C=CC=C1F)F